C(C)(C)(C)OC(N(CCCN1CCC(CC1)(F)F)C=1C=NC(=CC1)Br)=O (6-bromopyridin-3-yl)(3-(4,4-difluoropiperidin-1-yl)propyl)carbamic acid tert-butyl ester